6-benzyloxychroman C(C1=CC=CC=C1)OC=1C=C2CCCOC2=CC1